tert-butyl 4-((3-((5-(difluoromethoxy)-1H-pyrazol-3-yl)amino)-5H-pyrrolo[2,3-b]pyrazin-5-yl)methyl)piperidine-1-carboxylate FC(OC1=CC(=NN1)NC1=CN=C2C(=N1)N(C=C2)CC2CCN(CC2)C(=O)OC(C)(C)C)F